O=C1NC(CCC1N1C(C2=CC=C(C=C2C1)C=1CCN(CC1)C(=O)OC(C)(C)C)=O)=O tert-Butyl 4-(2-(2,6-dioxopiperidin-3-yl)-1-oxoisoindolin-5-yl)-3,6-dihydropyridine-1(2H)-carboxylate